C(C)(C)(C)OC(=O)N(C1=C(C(=NN1[C@H]1C[C@@H](N(C1)C(=O)OC(C)(C)C)COC)C#C)C#N)C tert-butyl (2R,4S)-4-[5-[(tert-butoxycarbonyl)(methyl)amino]-4-cyano-3-ethynylpyrazol-1-yl]-2-(methoxymethyl)pyrrolidine-1-carboxylate